2-(1,3-benzothiazol-2-yl)ethylamine S1C(=NC2=C1C=CC=C2)CCN